CC1(NC2=CC=CC(=C2C=C1)C1COC1)C 2,2-dimethyl-5-(oxetan-3-yl)-1,2-dihydroquinoline